(3-bromo-4-methoxyphenyl)ethane-1-amine BrC=1C=C(C=CC1OC)C(C)N